C1=NN=C(C=2C1=CSC2)N thieno[3,4-d]pyridazin-4-amine